tert-butyl-methionine C(C)(C)(C)N[C@@H](CCSC)C(=O)O